COC(=O)C1=C(C2=C(O[C@](O2)(C)[C@@H]2CC[C@H](CC2)NC(=O)OC(C)(C)C)C(=C1)Cl)C (2R)-2-[trans-4-(tert-Butoxycarbonylamino)cyclohexyl]-7-chloro-2,4-dimethyl-1,3-benzodioxole-5-carboxylic acid methyl ester